(5-Cyanothiazol-2-yl)(4,4-difluorocyclohexyl)carbamic acid tert-butyl ester C(C)(C)(C)OC(N(C1CCC(CC1)(F)F)C=1SC(=CN1)C#N)=O